1-[[[2-[[4-(1H-pyrazolo[4,3-c]pyridin-4-yl)triazol-1-yl]methyl]imidazo[1,2-a]pyridin-6-yl]methylamino]methyl]cyclobutanol N1N=CC=2C(=NC=CC21)C=2N=NN(C2)CC=2N=C1N(C=C(C=C1)CNCC1(CCC1)O)C2